OCC(C(C1=CC=CC=C1)C1=CC=CC=C1)C=1N(C(C(=C(N1)C(=O)OC)OC)=O)C Methyl 2-(3-hydroxy-1,1-diphenylpropan-2-yl)-5-methoxy-1-methyl-6-oxo-1,6-dihydropyrimidine-4-carboxylate